N-((cis)-3-(5-chloro-2-cyanophenyl)cyclobutyl)-1-((S or R)-1-(6-methyl-5-((1R,5S)-2-oxo-3-azabicyclo[3.1.0]hexan-3-yl)pyridin-3-yl)ethyl)-1H-1,2,3-triazole-4-carboxamide ClC=1C=CC(=C(C1)[C@H]1C[C@H](C1)NC(=O)C=1N=NN(C1)[C@@H](C)C=1C=NC(=C(C1)N1C([C@@H]2C[C@@H]2C1)=O)C)C#N |o1:19|